2-(1-(Benzyloxy)-3,3-bis(4-chlorophenyl)-2-PHENYLALLYLIDENE)-1,3-dithiane C(C1=CC=CC=C1)OC(C(=C(C1=CC=C(C=C1)Cl)C1=CC=C(C=C1)Cl)C1=CC=CC=C1)=C1SCCCS1